FC(C1(OC(CS1)=O)C(F)(F)F)(F)F 2,2-bis(trifluoromethyl)-1,3-oxathiolan-5-one